C(C)(C)(C)OC(NCC(O)([2H])[2H])=O (2,2-dideutero-2-hydroxy-ethyl)carbamic acid tert-butyl ester